3-(benzo[d]thiazol-2-yl)benzoic acid methyl ester COC(C1=CC(=CC=C1)C=1SC2=C(N1)C=CC=C2)=O